[I-].[Rb+] Rubidium iodid